[6-(2,2,2-trifluoroethyl)thieno[2,3-d]pyrimidin-4-yl]cyclohexane-1,3-diamine FC(CC1=CC2=C(N=CN=C2C2(CC(CCC2)N)N)S1)(F)F